FC(C(C(F)(F)F)OC(=O)N1CCN(CC1)CC1=C(OC(C(=O)O)(C)C)C=C(C=C1)C(F)(F)F)(F)F 2-(2-((4-(((1,1,1,3,3,3-hexafluoropropan-2-yl)oxy)carbonyl)piperazin-1-yl)methyl)-5-(trifluoromethyl)phenoxy)-2-methylpropanoic acid